BrC1=CN(C=2N=NC(=CC21)Cl)C2CC(C2)C#N 3-(5-bromo-3-chloro-7H-pyrrolo[2,3-c]pyridazin-7-yl)cyclobutane-1-carbonitrile